CN1N=NN=C1 1-Methyl-1H-tetrazol